NC1=C(C(=NN1C(C)C)C1=CC=C(C=C1)CC(=O)O)C#N [4-(5-Amino-4-cyano-1-isopropylpyrazol-3-yl)phenyl]acetic acid